BrC1=C(C(=CC=C1)OC(F)(F)F)O 2-bromo-6-(trifluoromethoxy)phenol